3-((4-(5-(chlorodifluoromethyl)-1,2,4-oxadiazol-3-yl)benzyl)(methyl)amino)-4-((cyclopropylmethyl)amino)cyclobut-3-ene-1,2-dione ClC(C1=NC(=NO1)C1=CC=C(CN(C=2C(C(C2NCC2CC2)=O)=O)C)C=C1)(F)F